3-(2-(1,8-naphthyridin-2-yl)ethyl)cyclobutane-1-carboxylic acid N1=C(C=CC2=CC=CN=C12)CCC1CC(C1)C(=O)O